(S)-N-(2-Chloro-6-fluorophenyl)-5-fluoro-4-(4-(hydroxymethyl)-5-(trifluoromethyl)thiazol-2-yl)-2-((1,1,1-trifluoropropan-2-yl)oxy)benzamide ClC1=C(C(=CC=C1)F)NC(C1=C(C=C(C(=C1)F)C=1SC(=C(N1)CO)C(F)(F)F)O[C@H](C(F)(F)F)C)=O